(2R,4S)-4-fluoro-N-[3-(2-methylpyrazol-3-yl)phenyl]pyrrolidine-2-carboxamide F[C@H]1C[C@@H](NC1)C(=O)NC1=CC(=CC=C1)C=1N(N=CC1)C